C(C)(=O)OC[C@H]1OC([C@H]([C@H]([C@@H]1OC(C)=O)OC(C)=O)OC(C)=O)OCCOCCOCCNC(=O)OCC1=CC=CC=C1 [(2R,3R,4S,5S)-3,4,5-tris(acetyloxy)-6-{2-[2-(2-{[(benzyloxy)-carbonyl]amino}ethoxy)ethoxy]ethoxy}oxan-2-yl]methyl acetate